(6-aminopyridin-3-yl)(2-(4-(2-fluorobenzyl)-6-methylpyridin-2-yl)morpholino)methanone NC1=CC=C(C=N1)C(=O)N1CC(OCC1)C1=NC(=CC(=C1)CC1=C(C=CC=C1)F)C